1-((R)-2-((3R,5R,8R,9R,10S,13S,14S,15S,17S)-15-cyclopropyl-3-hydroxy-3,13-dimethylhexadecahydro-1H-cyclopenta[a]phenanthren-17-yl)-2-hydroxypropyl)-1H-pyrazole-4-carbonitrile C1(CC1)[C@H]1[C@H]2[C@@H]3CC[C@@H]4C[C@](CC[C@@H]4[C@H]3CC[C@@]2([C@H](C1)[C@@](CN1N=CC(=C1)C#N)(C)O)C)(C)O